CC1=NC(=NC2=CC=CC=C12)C=1C=CC(=NC1)N1CCC(CC1)O 1-(5-(4-methylquinazolin-2-yl)pyridine-2-yl)piperidin-4-ol